NC=1N=C(SC1C(=O)C1=CC(=NO1)C(=O)NC1CCCC1)N(C1=CC(=C(C=C1)F)F)[C@@H](C(=O)N)C (R)-5-[4-Amino-2-(N-(2-amino-1-methyl-2-oxoethyl)-3,4-difluoro-anilino)thiazol-5-carbonyl]-N-cyclopentyl-isoxazol-3-carboxamid